C(CO)C(C(=O)O)O The molecule is a omega-hydroxy fatty acid that is butyric acid substituted by hydroxy groups at positions 2 and 4 respectively. It is an omega-hydroxy fatty acid and a hydroxybutyric acid.